CC(CCCCCCCN)N Methyl-1,8-octanediamine